FC(C1=CC=C(C=C1)N1N=C(C2=CC=CC=C12)CN1C(NCC1)=O)(F)F 1-((1-(4-(trifluoromethyl)phenyl)-1H-indazol-3-yl)methyl)imidazolidin-2-one